rac-(4s,5r)-3-(4-fluoro-2-methoxy-3-methylphenyl)-4,5-dimethyl-5-(trifluoromethyl)-4,5-dihydrofuran-2-carboxylic acid ethyl ester C(C)OC(=O)C=1O[C@]([C@H](C1C1=C(C(=C(C=C1)F)C)OC)C)(C(F)(F)F)C |r|